(M)-6-chloro-7-(5-cyclopropyl-2-fluorophenyl)-1-(4-methyl-2-(2-propanyl)-3-pyridinyl)-4-((2S)-2-methyl-4-(2-propenoyl)-1-piperazinyl)pyrido[2,3-d]pyrimidin-2(1H)-one ClC1=CC2=C(N(C(N=C2N2[C@H](CN(CC2)C(C=C)=O)C)=O)C=2C(=NC=CC2C)C(C)C)N=C1C1=C(C=CC(=C1)C1CC1)F